OC[C@H](C)[C@H]1[C@@H](C[C@@H](CC1)C)O (1R,2S,5R)-2-((R)-1-hydroxypropan-2-yl)-5-methylcyclohexan-1-ol